C(C)(C)(C)C=1C=C2C(=CC1)N1C3=C2C(=CC(=C3C=3C=C(C=CC13)C(C)(C)C)Cl)Cl 5,11-di-tert-butyl-1,3-dichloroindolo[3,2,1-jk]carbazole